NC1=NC=CC=C1C1=NC=2C(=NC(=CC2)C2=CC=CC=C2)N1C1=CC=C(C=C1)C1CCN(CC1)CC1CCC(CC1)C(=N)NO 4-[[4-[4-[2-(2-amino-3-pyridyl)-5-phenyl-imidazo[4,5-b]pyridin-3-yl]phenyl]-1-piperidyl]methyl]-N-hydroxy-cyclohexanecarboxamidine